FC(C1=NN=C(O1)C1=CN=C(S1)N1C2CN(C(C1)C2)C(=O)N2CCOCC2)F (5-(5-(5-(Difluoromethyl)-1,3,4-oxadiazol-2-yl)thiazol-2-yl)-2,5-diazabicyclo[2.2.1]heptan-2-yl)(morpholino)methanone